2-(2-(2-hexadecyl)ethoxy)ethyl-tetrahydrothiophenium chloride salt [Cl-].CC(CCCCCCCCCCCCCC)CCOCC[S+]1CCCC1